ClC1=CC=2N(C=C1C1CCN(CC1)S(=O)(=O)C=1C=NN(C1Cl)C)N=CN2 7-chloro-6-(1-((5-chloro-1-methyl-1H-pyrazol-4-yl)sulfonyl)piperidin-4-yl)-[1,2,4]triazolo[1,5-a]pyridine